C(C1=CC=CC=C1)N1CCC(CC1)/C=C/C(=O)C1=CC=C(C=C1)Br (E)-3-(1-Benzylpiperidin-4-yl)-1-(4-bromophenyl)prop-2-en-1-one